(2S)-1-[2-[(3R)-3-[(8-chloro-6-quinolinyl)amino]pyrrolidin-1-yl]acetyl]pyrrolidine-2-carbonitrile ClC=1C=C(C=C2C=CC=NC12)N[C@H]1CN(CC1)CC(=O)N1[C@@H](CCC1)C#N